6-chloro-1-methylquinoxalin-2(1H)-one ClC=1C=C2N=CC(N(C2=CC1)C)=O